C(\C=C\C1C(CCCCC)O1)=O (E)-4,5-epoxy-2-decenal